2-[3-(2-amino-4-methanesulfonylphenoxy)prop-1-yn-1-yl]-N-[(1R,4R)-4-{2-oxa-6-azaspiro[3.3]heptan-6-yl}cyclohexyl]-1-(2,2,2-trifluoroethyl)-1H-indol-4-amine NC1=C(OCC#CC=2N(C=3C=CC=C(C3C2)NC2CCC(CC2)N2CC3(COC3)C2)CC(F)(F)F)C=CC(=C1)S(=O)(=O)C